methyl 4-(5-carbamoyl-4-(cyclohexylamino) pyrimidin-2-ylamino)piperidine-1-carboxylate C(N)(=O)C=1C(=NC(=NC1)NC1CCN(CC1)C(=O)OC)NC1CCCCC1